CC=1C(=C(C=C(C1)C)O)C=1C=CC=2C(=NC(=CN2)C2C(CCC2)O)N1 3,5-dimethyl-2-[3-[2-hydroxycyclopentyl]pyrido[2,3-b]pyrazin-6-yl]phenol